ClC1=C(C(=O)N2COC3=C(C2)C=CC=C3C3=CC(=C(C(=O)OC)C=C3)N3C2COCC3CC2)C(=CC(=C1)N1CC(C1)(OC)OC)Cl methyl 4-[3-[2,6-dichloro-4-(3,3-dimethoxyazetidin-1-yl)benzoyl]-2,4-dihydro-1,3-benzoxazin-8-yl]-2-(3-oxa-8-azabicyclo[3.2.1]octan-8-yl)benzoate